4-(((R)-1-(3-(1,1-difluoro-2-hydroxyethyl)-2-fluorophenyl)ethyl)amino)-6-(4-hydroxycyclohex-1-en-1-yl)-2-methylpyrido[2,3-d]pyrimidin-7(8H)-one FC(CO)(F)C=1C(=C(C=CC1)[C@@H](C)NC=1C2=C(N=C(N1)C)NC(C(=C2)C2=CCC(CC2)O)=O)F